C(C1=CC=CC=C1)N(C(=O)NCCC1=CC=CC=C1)CC1=CC=CC=C1 1,1-dibenzyl-3-phenethylurea